3-fluoro-4-hydroxycyclohexane FC1CCCCC1O